8'-methyl-2'-[(6-methylpyridin-3-yl)methyl]-2',5'-dihydrospiro[cyclopropane-1,4'-furo[2,3-g]indazole]-7'-carboxylic acid CC1=C(OC=2CC3(C4=CN(N=C4C21)CC=2C=NC(=CC2)C)CC3)C(=O)O